C(C)(C)(C)[C@@H]1N(C[C@@H]1C=1C=NC(=CC1)C1CC(C1)C(F)(F)F)C(=O)[O-] cis-[tert-Butyl 3-[6-[3-(trifluoromethyl)cyclobutyl]-3-pyridyl]azetidine-1-carboxylate]